2-hydroxy-2-phosphono-3-(pyridin-3-yl)propionic acid OC(C(=O)O)(CC=1C=NC=CC1)P(=O)(O)O